C(CCCC)OCCCCCN 5-pentyloxypentylamine